4,7-bis(5-bromo-4-methyl-2-thienyl)-2,1,3-benzothiadiazole BrC1=C(C=C(S1)C1=CC=C(C2=NSN=C21)C=2SC(=C(C2)C)Br)C